(1-cyclopropylethyl)malononitrile C1(CC1)C(C)C(C#N)C#N